FC1=C(C=CC(=C1)C1=NNC(OC1)=O)C1=C(C=C(C=C1)C)C 5-(2-fluoro-2',4'-dimethylbiphenyl-4-yl)-3,6-dihydro-2H-1,3,4-oxadiazin-2-one